COC(=O)N1C(CC(CC1)NC1=CC(=NC=2N1N=CC2C(C)C)C)C2(CNC2)F (3-fluoroazetidine-3-yl)-4-((3-isopropyl-5-methylpyrazolo[1,5-a]pyrimidin-7-yl)amino)piperidine-1-carboxylic acid methyl ester